ClC1=CC=C(C(=N1)C(=O)NS(=O)(=O)C)N[C@H](C)C=1C=C(C=C2C(N(C(=NC12)N1[C@H]2CN([C@@H](C1)C2)C2=NC=C(C=N2)Cl)C)=O)C 6-chloro-3-(((R)-1-(2-((1R,4R)-5-(5-chloropyrimidin-2-yl)-2,5-diazabicyclo[2.2.1]heptan-2-yl)-3,6-dimethyl-4-oxo-3,4-dihydroquinazolin-8-yl)ethyl)amino)-N-(methylsulfonyl)picolinamide